C(C)(C)(C)C1=NC(=NO1)C(=O)N[C@@H](C)C1=C(C=C(C=C1)C1=CC(=NC=C1)NC(=O)C1CC1)C(F)(F)F (S)-5-(tert-butyl)-N-(1-(4-(2-(cyclopropanecarboxamido)pyridin-4-yl)-2-(trifluoromethyl)phenyl)ethyl)-1,2,4-oxadiazole-3-carboxamide